(R)-N1-methyl-4-(6-(2-methyl-morpholino)-[1,2,4]triazolo[1,5-a]pyridin-2-yl)-2,7-naphthyridine-1,6-diamine CNC1=NC=C(C2=CC(=NC=C12)N)C1=NN2C(C=CC(=C2)N2C[C@H](OCC2)C)=N1